C12COCC(CC1)N2C=2C1=C(N=CN2)NC(=C1)C1=CC=C(C=C1)NC=1C=NC(=NC1)N1CCN(CC1)C(C#CCOC)=O 1-(4-(5-((4-(4-(3-oxa-8-azabicyclo[3.2.1]octan-8-yl)-7H-pyrrolo[2,3-d]pyrimidin-6-yl)phenyl)amino)pyrimidin-2-yl)piperazin-1-yl)-4-methoxybut-2-yn-1-one